IC(O)C(CC)=O iodooxapentan-3-one